ClC1=C(C=CC2=C1C(=NCC=1N2N=C(N1)C(=O)O)C1=C(C=CC(=C1)OC)F)Cl 7,8-dichloro-6-(2-fluoro-5-methoxy-phenyl)-4H-[1,2,4]triazolo[1,5-a][1,4]benzodiazepine-2-carboxylic acid